7-[3-(2-chloro-4-fluoro-benzoyl)-3,8-diazabicyclo[3.2.1]octan-8-yl]-2,3-dihydrobenzofuran-5-sulfonyl chloride ClC1=C(C(=O)N2CC3CCC(C2)N3C3=CC(=CC=2CCOC23)S(=O)(=O)Cl)C=CC(=C1)F